[Na+].ClC=1C=C(C=CC1OCC)C=1[Se]C(=CN1)C1=CC=C(CN2CC(C2)C(=O)[O-])C=C1 1-(4-(2-(3-chloro-4-ethoxyphenyl)-1,3-selenazol-5-yl)benzyl)azetidine-3-carboxylic acid sodium salt